1-(acetamido)-5-chloroindole C(C)(=O)NN1C=CC2=CC(=CC=C12)Cl